O=C1NC(CC[C@@H]1N1C(C2=CC=C3C4(CNC3=C2C1)CCN(CC4)CC=4C=NN(C4)C4=CC=C(C#N)C=C4)=O)=O (S)-4-(4-((7'-(2,6-dioxopiperidin-3-yl)-6'-oxo-1',6',7',8'-tetrahydro-2'H-spiro[piperidin-4,3'-pyrrolo[3,4-g]indol]-1-yl)methyl)-1H-pyrazol-1-yl)benzonitrile